(7R,14R)-1-(difluoro-methoxy)-11-(4,4,5,5-tetramethyl-1,3,2-dioxaborolan-2-yl)-6,7-dihydro-7,14-methano-benzimidazo[1,2-b][2,5]benzodiazocin-5(14H)-one FC(OC1=CC=CC=2C(N[C@H]3C=4N([C@@H](C21)C3)C3=C(N4)C=CC(=C3)B3OC(C(O3)(C)C)(C)C)=O)F